4-[(2S)-2-(dimethylamino)-3-[3-(5-fluoropyridin-3-yl)-3-[1-(trifluoromethyl)cyclopropyl]propanamido]propyl]-2-fluorobenzamide CN([C@@H](CC1=CC(=C(C(=O)N)C=C1)F)CNC(CC(C1(CC1)C(F)(F)F)C=1C=NC=C(C1)F)=O)C